tert-Butyl (1R,4R,5S)-5-((7-Bromo-6-(2-cyanoethyl)-2-ethoxy-8-fluoro-3-iodoquinolin-4-yl)amino)-2-azabicyclo[2.1.1]hexane-2-carboxylate BrC1=C(C=C2C(=C(C(=NC2=C1F)OCC)I)N[C@H]1[C@H]2CN([C@@H]1C2)C(=O)OC(C)(C)C)CCC#N